BrC1=C(C=C(C=C1)N1C(N(C(C1)=O)C1=CC=C(C=C1)OC1=C2C(=NC=C1)NC=C2)=O)C(F)(F)F 1-[4-bromo-3-(trifluoromethyl)phenyl]-3-[4-(1H-pyrrolo[2,3-b]pyridin-4-yloxy)phenyl]-2,4-imidazolidinedione